3-(butyramido(8-hydroxy-5-methylquinolin-7-yl)methyl)benzoic acid C(CCC)(=O)NC(C=1C=C(C(=O)O)C=CC1)C1=CC(=C2C=CC=NC2=C1O)C